6-((trifluoromethyl)oxy)-3,4-dihydro-pyridine FC(OC1=CCCC=N1)(F)F